C(C=C)OC1(CC1)C1=C(C=CC(=C1)C1CC1)Br 2-(1-(allyloxy)cyclopropyl)-1-bromo-4-cyclopropylbenzene